(2Z)-2-({2-Fluoro-4-methyl-5-[(2,2,2-trifluoroethyl)sulfanyl]phenyl}imino)-1,3-thiazolidin-4-on FC1=C(C=C(C(=C1)C)SCC(F)(F)F)\N=C\1/SCC(N1)=O